N(N)C(=O)C1=CC=C(CC2=NN=C(O2)C=2C=CC(=NC2)NC(OC(C)(C)C)=O)C=C1 tert-butyl (5-(5-(4-(hydrazinecarbonyl)benzyl)-1,3,4-oxadiazol-2-yl)pyridin-2-yl)carbamate